ClC1=CC2=C(S1)[C@@]1(C[C@@H](N(CC1)CC=1C=NN(C1)C)C)OCC2(O)C2=CC=CC=C2 (2'S,7R)-2-chloro-2'-methyl-1'-[(1-methylpyrazol-4-yl)methyl]-4-phenyl-spiro[5H-thieno[2,3-c]pyran-7,4'-piperidine]-4-ol